3-((4-fluoro-2-isopropylphenyl)amino)-6-hydroxy-N-(6-methoxy-2-methylpyridin-3-yl)picolinamide FC1=CC(=C(C=C1)NC=1C(=NC(=CC1)O)C(=O)NC=1C(=NC(=CC1)OC)C)C(C)C